(trifluoromethylsulfonyl)-bicyclo[2.2.1]hept-5-ene-2,3-dicarboximide FC(S(=O)(=O)C12C3C(C(C=C1)C2)C(NC3=O)=O)(F)F